S(=O)(=O)(O)O.C(CC)C1=NC=CN1C propyl-3-methylimidazole hydrogen sulfate